ClC1=NC2=CC(=C(C=C2CN1)C1=CC(=CC(=C1)OC)OC)N 2-chloro-6-(3,5-dimethoxyphenyl)-3,4-dihydroquinazolin-7-amine